iron citrate salt C(CC(O)(C(=O)[O-])CC(=O)[O-])(=O)[O-].[Fe+3]